C(#N)C1=CC=C(C=C1)C1=CCC(C=C1)(C1=CC=CC=C1)CCCCCC 4-cyano-4'-hexyl-p-terphenyl